C1(CC1)C1=CC=C(C=N1)N1CC(C1)CC(=O)[O-].[Li+] lithium 2-(1-(6-cyclopropylpyridin-3-yl)azetidin-3-yl)acetate